N1C[C@H](CC1)CC(=O)N 2-[(3R)-pyrrolidin-3-yl]acetamide